OC1(CN(CC1)C(=O)C1=NC=C2N1C=C(C=C2N2CCN(CC2)C(C(C)C)=O)S(=O)(=O)NC2(COC2)C)C(F)(F)F 3-(3-hydroxy-3-(trifluoromethyl)pyrrolidine-1-carbonyl)-8-(4-isobutyrylpiperazin-1-yl)-N-(3-methyloxetan-3-yl)imidazo[1,5-a]pyridine-6-sulphonamide